CN1C(N(C(C(=C1)C=1C=CC(=C2CCCOC12)CCC(=O)O)=O)C)=O 3-(8-(1,3-dimethyl-2,4-dioxo-1,2,3,4-tetrahydropyrimidin-5-yl)chroman-5-yl)propionic acid